3-[({7-[4-(trifluoromethyl)phenyl]-3,4-dihydro-2H-1-benzopyran-4-yl}methyl)amino]pyridine-4-carboxylic acid methyl ester COC(=O)C1=C(C=NC=C1)NCC1CCOC2=C1C=CC(=C2)C2=CC=C(C=C2)C(F)(F)F